trivinyl-triphenylcyclotrisiloxane C(=C)[Si]1(O[Si](O[Si](O1)(C1=CC=CC=C1)C=C)(C1=CC=CC=C1)C=C)C1=CC=CC=C1